(R)-tert-butyl (6-(oxazol-5-yl)-1,3,4,5-tetrahydrobenzo[c]oxepin-1-yl)methylcarbamate O1C=NC=C1C1=CC=CC=2[C@@H](OCCCC21)CNC(OC(C)(C)C)=O